C(#N)C1=CC=C(C2=C1CCO2)C2C(=C(NC1=C(C=NC(=C21)OC2CCC2)C)C)C(=O)N 4-(4-cyano-2,3-dihydrobenzofuran-7-yl)-5-cyclobutoxy-2,8-dimethyl-1,4-dihydro-1,6-naphthyridine-3-formamide